C1(CC1)CN1N=C(C(=C1)OC=1C(=NC=CC1)C1=C(C=C(C=C1)F)[C@@H](C)O)C(=O)OCC ethyl (R)-1-(cyclopropylmethyl)-4-((2-(4-fluoro-2-(1-hydroxyethyl)phenyl)pyridin-3-yl)oxy)-1H-pyrazole-3-carboxylate